5-bromo-2,2-difluoro-2,3-dihydro-1H-indene BrC=1C=C2CC(CC2=CC1)(F)F